C(C1=CC=CC=C1)OC1=CC=C2C(CC3(C2=C1)CC(C1=CC=C(C=C13)OCC1=CC=CC=C1)(C)C)(C)C 6,6'-bis(benzyloxy)-3,3,3',3'-tetramethyl-2,2',3,3'-tetrahydro-1,1'-spirobi[indene]